(5-(hexylamino)-3-methyl-1H-pyrazol-1-yl)-5,6-dimethylpyrimidin-4(3H)-one C(CCCCC)NC1=CC(=NN1C1=NC(=C(C(N1)=O)C)C)C